C(=O)C1N(C(OC1)(C)C)C(=O)[O-] 4-formyl-2,2-dimethyloxazolidine-3-carboxylate